FC(C(=O)NC(C)C1=CC=CC=C1)(CC(=C)[C@H]1CC=C(C(C1)=O)C)F 2,2-difluoro-4-((S)-4-methyl-5-oxocyclohex-3-en-1-yl)-N-(1-phenylethyl)pent-4-enamide